C(C)N(S(=O)(=O)C1=CC=C2C(=N1)C=NN2C(=O)OC(C)(C)C)[C@@H](C(F)(F)F)C2=CC=C(C=C2)F tert-butyl (R)-5-(N-ethyl-N-(2,2,2-trifluoro-1-(4-fluorophenyl)ethyl)sulfamoyl)-1H-pyrazolo[4,3-b]pyridine-1-carboxylate